O=S.[Gd] Gadolinium Oxysulfide